1,2,3,4,5-pentamethyl-2,4-cyclopentadiene CC1C(=C(C(=C1C)C)C)C